(1R,2R)-N-(3-(6-butyryl-4-methylpyridin-3-yl)-2-cyano-1,6-naphthyridin-7-yl)-2-fluorocyclopropane-1-carboxamide C(CCC)(=O)C1=CC(=C(C=N1)C=1C(=NC2=CC(=NC=C2C1)NC(=O)[C@@H]1[C@@H](C1)F)C#N)C